F[C@H]1CN(CC[C@@H]1C1=C(C=C2C=NN(C2=C1)C=1C=NN(C1)C)C)C(=O)OC(C)(C)C |&1:6| (R,R and S,S)-tert-butyl 3-fluoro-4-(5-methyl-1-(1-methyl-1H-pyrazol-4-yl)-1H-indazol-6-yl)piperidine-1-carboxylate